FC(C(C[Sn](OC(C)(C)C)(OC(C)(C)C)OC(C)(C)C)C(F)(F)F)(F)F hexafluoroisobutyl-tris(tert-butyloxy)tin